ClC1=CC(=C(OC2=C(C=NN2C2CCOCC2)C(=O)N[C@@H]2C(NC3=C(C(=N2)C2=CC=CC=C2)C=CC=C3F)=O)C=C1)F 5-(4-Chloro-2-fluorophenoxy)-N-[(3S)-9-fluoro-2-oxo-5-phenyl-1,3-dihydro-1,4-benzodiazepin-3-yl]-1-(oxan-4-yl)pyrazole-4-carboxamide